((2-methoxyethyl)imino)(methyl)((6-(5-(trifluoromethyl)-1,2,4-oxadiazol-3-yl)imidazo[1,2-a]pyridin-2-yl)methyl)-λ6-sulfanone COCCN=S(=O)(CC=1N=C2N(C=C(C=C2)C2=NOC(=N2)C(F)(F)F)C1)C